1,3-bis(2-(2-amino-6-ethylphenoxy)phenoxy)benzene ethyl-2-(4'-hydroxy-[1,1'-biphenyl]-3-yl)acetate C(C)OC(CC=1C=C(C=CC1)C1=CC=C(C=C1)O)=O.NC1=C(OC2=C(OC3=CC(=CC=C3)OC3=C(C=CC=C3)OC3=C(C=CC=C3CC)N)C=CC=C2)C(=CC=C1)CC